n-butyl-6-chloro-1-methyl-1,2-dihydro-3H-benzo[e]indole-3-carboximidamide C(CCC)C1(CN(C=2C=CC3=C(C12)C=CC=C3Cl)C(N)=N)C